C(C)(=O)C=1C(=C(C(N(C1C)C1=CC=C(C=C1)F)=O)C(=O)NC1=CC=C(C=C1)OC1=CC=NC2=CC(=C(N=C12)OC)OC)C 5-acetyl-N-[4-[(6,7-dimethoxy-1,5-naphthyridin-4-yl)oxy]phenyl]-1-(4-fluorophenyl)-4,6-dimethyl-2-oxopyridine-3-carboxamide